ethyl-pyrrolidone sodium heptenate C(C=CCCCC)(=O)[O-].[Na+].C(C)N1C(CCC1)=O